2,3,10-Trimethoxy-5,6,7,8,13,13a-hexahydroisoquinolino[2,1-b]isoquinolin-9-yl benzenesulfonate phosphate P(=O)(O)(O)O.C1(=CC=CC=C1)S(=O)(=O)OC1=C(C=CC=2CC3N(CC12)CCC=1C=C(C(=CC13)OC)OC)OC